C(C)(=O)N1CC(C1)C1=C(NC=C1)C(=O)OCC1=CC=CC=C1 benzyl 3-(1-acetylazetidin-3-yl)-1H-pyrrole-2-carboxylate